[Cr].[Ni].[Sn] tin-nickel-chromium